2-(bromomethyl)-1,1-difluoro-cyclopropane BrCC1C(C1)(F)F